C(C)N(CCCNC(=O)C1=CC2=C(N3C(S2)=NC=C3)C=C1)CC N-(3-(diethylamino)propyl)benzo[d]imidazo[2,1-b]thiazole-7-carboxamide